C(C1=CC=CC=C1)N(CCCl)CC1=C(N=CN1)C(=O)OC Methyl 5-((benzyl (2-chloroethyl) amino) methyl)-1H-imidazole-4-carboxylate